Methyl 2-(4-((2-((4-cyano-2-fluorophenoxy)methyl)pyrimidin-4-yl)oxy)cyclohexyl)acetate C(#N)C1=CC(=C(OCC2=NC=CC(=N2)OC2CCC(CC2)CC(=O)OC)C=C1)F